FC1=NC(=C2N=CN(C2=N1)C1OCC1)NCC1=C(C(=CC=C1)OC)O 2-fluoro-6-[(2-hydroxy-3-methoxybenzyl)amino]-9-(oxetan-2-yl)-9H-purine